C(C)(C)SC1=C(N=CC=2N1N=C(N2)NC2CCN(CC2)S(=O)(=O)C)C=2C=NNC2 (isopropylsulfanyl)-N-(1-(methylsulfonyl)piperidin-4-yl)-6-(1H-pyrazol-4-yl)-[1,2,4]triazolo[1,5-a]pyrazin-2-amine